ClC1=C(C(=NN1CC)C1=NOC(=C1)C)CC(=O)N1CCC2(CC1)CCN(CC2)CCC(C)(C)C 2-(5-Chloro-1-ethyl-3-(5-methylisoxazol-3-yl)-1H-pyrazol-4-yl)-1-(9-(3,3-dimethylbutyl)-3,9-diazaspiro[5.5]undecan-3-yl)ethan-1-one